2-naphthylmagnesium (1+) C1=C(C=CC2=CC=CC=C12)[Mg+]